(4-amino-1,7-dimethyl-1H-pyrazolo[4,3-c]quinolin-8-yl)(2-(3-fluoropyridin-2-yl)-4-methylpyrazolidin-1-yl)methanone NC1=NC=2C=C(C(=CC2C2=C1C=NN2C)C(=O)N2N(CC(C2)C)C2=NC=CC=C2F)C